1-[4-cyclopropyl-2-(difluoromethyl)phenyl]-N-[(3R)-1-ethylpiperidin-3-yl]pyrrolo[1,2-d][1,2,4]triazin-4-amine C1(CC1)C1=CC(=C(C=C1)C=1C=2N(C(=NN1)N[C@H]1CN(CCC1)CC)C=CC2)C(F)F